NC=1C(=NN(C1)C1=CC=C(C=C1)CN)C(C)C 4-amino-1-(4-(aminomethyl)phenyl)-3-isopropyl-1H-pyrazole